C(C)(C)(C)OC(=O)N1CCC2(CC1)CCC(CC2)N2N=C1C=C(C(=CC1=C2)N)OC 9-(5-amino-6-methoxy-2H-indazol-2-yl)-3-azaspiro[5.5]undecane-3-carboxylic acid tert-butyl ester